C(#N)C=1N=C2N(CCN(C2)C(=O)OC(C)(C)C)C1 tert-butyl 2-cyano-6,8-dihydro-5H-imidazo[1,2-a]pyrazine-7-carboxylate